3-PIPERIDINYL-1,2,4-OXADIAZOLE dipotassium 7-hydroxy-1,3-naphthalenedisulfonate OC1=CC=C2C=C(C=C(C2=C1)S(=O)(=O)[O-])S(=O)(=O)[O-].[K+].[K+].N1(CCCCC1)C1=NOC=N1